CC=1SC2=C(N1)C(=CC=C2C#N)OC2=CC=C(C=C2)C(F)(F)F 2-methyl-4-{4-(trifluoromethyl)phenoxy}benzo[d]thiazole-7-carbonitrile